C(C)(C)(C)OC(=O)N1CCC(CC1)N1C(N(CC2=C1C=C(N=C2)Cl)C2=C(C=CC=C2C)F)=O.C(C)OC(C(=C)C)=O.C[NH+](CC2=CC=CC1=CC=CC=C21)C dimethylnaphthylmethyl-ammonium ethyl-methacrylate tert-butyl-4-[7-chloro-3-(2-fluoro-6-methyl-phenyl)-2-oxo-4H-pyrido[4,3-d]pyrimidin-1-yl]piperidine-1-carboxylate